COC1=C(C=CC(=C1)C(=O)Cl)C1=CC=CC=C1 methoxy-[1,1'-biphenyl]-4-carbonyl chloride